(4-methylthiophenyl)-1-(3,4,5-trimethoxyphenyl)ethan-1-one CSC1=CC=C(C=C1)CC(=O)C1=CC(=C(C(=C1)OC)OC)OC